FC1=CC=C(CN2S(C3=C(C4=C2C=C(C=C4)C(F)(F)F)C=C(C(=C3)OC)OC)(=O)=O)C=C1 6-(4-fluorobenzyl)-2,3-dimethoxy-8-(trifluoromethyl)-6H-dibenzo[c,e][1,2]thiazine 5,5-dioxide